2-amino-7-((R)-2-((S)-6,8-dichloro-1-methyl-1,2,3,4-tetrahydroisoquinoline-2-carbonyl)morpholino)oxazolo[4,5-c]pyridine 5-oxide NC=1OC2=C(C=[N+](C=C2N2C[C@@H](OCC2)C(=O)N2[C@H](C3=C(C=C(C=C3CC2)Cl)Cl)C)[O-])N1